(E)-3-(4-acetylaminophenyl)acrylic acid C(C)(=O)NC1=CC=C(C=C1)/C=C/C(=O)O